[PH2](=O)N (phosphinyl)amine